1-ethyl-3-(5-((4-(2-methyl-6-(1H-pyrazol-1-yl)pyridin-3-yl)piperazin-1-yl)methyl)isoxazol-3-yl)urea C(C)NC(=O)NC1=NOC(=C1)CN1CCN(CC1)C=1C(=NC(=CC1)N1N=CC=C1)C